(1R,3R)-2-(2,2-difluoroethyl)-3-methyl-2,3,4,9-tetrahydro-1H-pyrido[3,4-b]indole FC(CN1CC=2NC3=CC=CC=C3C2C[C@H]1C)F